mercury (ii) tetracyanide [Hg-2](C#N)(C#N)(C#N)C#N